1-ethyl-3-methylimidazolium ethyl-sulfate (3S)-3-{[N-(4-methoxy-1H-indole-2-carbonyl)-L-leucyl]amino}-2-oxo-4-[(3S)-2-oxopiperidin-3-yl]butyl-2,2,5-trimethyl-1,3-dioxane-5-carboxylate COC1=C2C=C(NC2=CC=C1)C(=O)N[C@@H](CC(C)C)C(=O)N[C@H](C(COC(=O)C1(COC(OC1)(C)C)C)=O)C[C@H]1C(NCCC1)=O.C(C)OS(=O)(=O)[O-].C(C)N1C=[N+](C=C1)C